COC1=CC=C(CNC(C2=CC=NC=C2)=O)C=C1 N-(4-methoxybenzyl)isonicotinamide